{2-Chloro-4-[(5-chloro-thiophen-2-ylmethyl)-(methyl)amino]-phenyl}-carbamic acid isobutyl ester C(C(C)C)OC(NC1=C(C=C(C=C1)N(C)CC=1SC(=CC1)Cl)Cl)=O